C1(CC1)N1C(C2=CC(=CC=C2C1)C1=NC(=CC=C1C=1C=NN(C1)CC1(CCCC1)F)C)=O 2-cyclopropyl-6-(3-(1-((1-fluorocyclopentyl)methyl)-1H-pyrazol-4-yl)-6-methylpyridin-2-yl)isoindolin-1-one